(4-nitrophenyl)benzamide [N+](=O)([O-])C1=CC=C(C=C1)C1=C(C(=O)N)C=CC=C1